tert-butyl N-[(3R)-1-{4-[(3-amino-5-chloropyridin-2-yl)oxy]butyl} pyrrolidin-3-yl]carbamate NC=1C(=NC=C(C1)Cl)OCCCCN1C[C@@H](CC1)NC(OC(C)(C)C)=O